ClC=1C=C(OCC(=O)C2=CC=C(C=C2)C2=NOC(=N2)C(F)(F)Cl)C=CC1C(F)(F)F 2-(3-chloro-4-(trifluoromethyl)phenoxy)-1-(4-(5-(chlorodifluoromethyl)-1,2,4-oxadiazol-3-yl)phenyl)ethan-1-one